C(C)O[Si](CCCSSSSCCC[Si](OCC)(OCC)OCC)(OCC)OCC bis(gamma-triethoxysilylpropyl) tetrasulfide